CC(CCCCCCCCCC=CCCCCCCCCCCCCCCCCCC)CCCCCCCCCCCC 30-Methyl-19-dotetracontene